[Na].[Eu] europium-sodium